5-((3-(3-((3-Chloro-4-(trifluoromethoxy)benzyl)amino)propanamido)propyl)amino)benzo[c][2,6]naphthyridine-8-carboxamide ClC=1C=C(CNCCC(=O)NCCCNC2=NC3=C(C4=CN=CC=C24)C=CC(=C3)C(=O)N)C=CC1OC(F)(F)F